(R)-(7-Chloro-4,6-difluoro-1H-benzo[d]imidazol-2-yl)(4-methyl-6,7-dihydrothiazolo[5,4-c]pyridin-5(4H)-yl)methanone ClC1=C(C=C(C2=C1NC(=N2)C(=O)N2[C@@H](C1=C(CC2)N=CS1)C)F)F